C1=C(C=CC=2OC3=C(C21)C=CC=C3)[C@@H](C)NC3=CN=C(N(C3=O)C(C(=O)O)C)C3=C(C=CC=C3)F 2-(5-(((R)-1-(dibenzo[b,d]furan-2-yl)ethyl)amino)-2-(2-fluorophenyl)-6-oxopyrimidin-1(6H)-yl)propionic acid